2-oxo-1-phenyl-N-[4-(4,4,5,5-tetramethyl-1,3,2-dioxaborolan-2-yl)phenyl]-1,2-dihydropyridine-3-carboxamide O=C1N(C=CC=C1C(=O)NC1=CC=C(C=C1)B1OC(C(O1)(C)C)(C)C)C1=CC=CC=C1